OC(C(C(=O)OCC)=C)(C)C ethyl 3-hydroxy-3-methyl-2-methylene-butyrate